C1(CC1)NCC=1C=C(C=CC1)C1=C(C(=C(C(=C1F)F)C=1C=C(C2=C(NC(=N2)C)C1)C(=O)O)F)F 6-(3'-((cyclopropylamino)methyl)-2,3,5,6-tetrafluoro-[1,1'-biphenyl]-4-yl)-2-methyl-1H-benzo[d]imidazole-4-carboxylic acid